ClC1=C(C=CC(=C1)F)N1N=C(N=C1[C@H](C)O)CN1C(N(C(=C1)C1=CC=C(C=C1)Cl)C[C@@H](C(F)(F)F)O)=O 1-((1-(2-chloro-4-fluorophenyl)-5-((S)-1-hydroxyethyl)-1H-1,2,4-triazol-3-yl)methyl)-4-(4-chlorophenyl)-3-((S)-3,3,3-trifluoro-2-hydroxypropyl)-1,3-dihydro-2H-imidazol-2-one